Cl.Cl.CSC=1C(=NC=CC1)CN (3-(Methylthio)pyridin-2-yl)methanamine dihydrochloride